CN1N=CC(=C1)C1=CC=C2C=CN=CC2=C1 7-(1-methyl-1H-pyrazol-4-yl)isoquinolin